6-methylpiperidine-2,4-dione CC1CC(CC(N1)=O)=O